ClC=1C(N(N=CC1N1C[C@@H](CC1)OC1=NC=CC=C1NC1=CC(=NN1C)C(C)C)CCO)=O (R)-4-chloro-2-(2-hydroxyethyl)-5-(3-((3-((3-isopropyl-1-methyl-1H-pyrazol-5-yl)amino)pyridin-2-yl)oxy)pyrrolidin-1-yl)pyridazin-3(2H)-one